[Li].C(C)C1=CC=C(C=C1)OC p-ethyl-anisole lithium